C(C)(C)(C)NC(C1=C(C(=C(C=C1I)OC)OC)Cl)=O N-(tert-butyl)-2-chloro-6-iodo-3,4-dimethoxybenzamide